5-(4-(6-((1S,2S,3R,5R)-2-fluoro-9-azabicyclo[3.3.1]non-3-yloxy)pyridazin-3-yl)-3-hydroxyphenyl)-3-methyloxazol-2(3H)-one F[C@H]1[C@@H]2CCC[C@H](C[C@H]1OC1=CC=C(N=N1)C1=C(C=C(C=C1)C1=CN(C(O1)=O)C)O)N2